C1([C@H](O)[C@@H](O)[C@H](O)[C@H](O1)C)C(=O)[C@H](O)[C@@H](O)[C@H](O)[C@H](O)C quinovosyl-quinovose